1-Bicyclo[2.1.1]hex-1-yl-3-(3-trifluoromethyl-benzyl)-urea C12(CCC(C1)C2)NC(=O)NCC2=CC(=CC=C2)C(F)(F)F